6-(4-methoxybenzyl)-8-(morpholin-4-yl)-3-(propan-2-yl)pyrido[2,3-d][1,2,4]triazolo[4,3-b]pyridazine COC1=CC=C(CC=2C3=C(C=4N(N2)C(=NN4)C(C)C)N=CC(=C3)N3CCOCC3)C=C1